3-Methoxy-2-methylbenzoic acid COC=1C(=C(C(=O)O)C=CC1)C